ClC=1C=C(NC2(CCC3(C(CC4=CC=CC=C34)CC(COCCN3CCOCC3)CO)CC2)C(=O)O)C=CC1 (1r,4r)-4-(3-chloroanilino)-2'-{2-(hydroxymethyl)-3-[2-(morpholin-4-yl)ethoxy]propyl}-2',3'-dihydrospiro[cyclohexane-1,1'-indene]-4-carboxylic acid